C12CCCCC(C1)C2 Bicyclo[4.1.1]octane